CC=1N=C2N(N=C(C=C2C)N2CCC=3C2=NC=CC3N3CCNCC3)C1 N-(2,8-dimethylimidazo[1,2-b]pyridazin-6-yl)-4-(piperazin-1-yl)-2,3-dihydro-1H-pyrrolo[2,3-b]pyridine